CC=1N(C(C(=CN1)NCCC1=CC=CC=C1)=O)CC(=O)OCC ethyl 2-(2-methyl-6-oxo-5-(phenethylamino)pyrimidin-1(6H)-yl)acetate